tert-butyl (S)-(4-(3-chloro-4-(2-chloro-3-((2-fluoro-3-((3-(methoxymethyl)azetidin-1-yl)methyl)phenyl)amino)phenyl)pyridin-2-yl)-2-methoxybenzyl)((5-oxopyrrolidin-2-yl)methyl)carbamate ClC=1C(=NC=CC1C1=C(C(=CC=C1)NC1=C(C(=CC=C1)CN1CC(C1)COC)F)Cl)C1=CC(=C(CN(C(OC(C)(C)C)=O)C[C@H]2NC(CC2)=O)C=C1)OC